4-(2'-fluoro-3'-(trifluoromethyl)-[1,1'-biphenyl]-4-yl)-N-(pyridin-3-yl)butanamide FC1=C(C=CC=C1C(F)(F)F)C1=CC=C(C=C1)CCCC(=O)NC=1C=NC=CC1